CNCCCCCCCCCCCC N-methyl-dodecyl-amine